4-(fluoromethyl)-1-((4-(4,4,5,5-tetramethyl-1,3,2-dioxaborolan-2-yl)phenyl)-methyl)-1,3-benzodiazole FCC1=CC=CC=2N(C=NC21)CC2=CC=C(C=C2)B2OC(C(O2)(C)C)(C)C